1-cyclopentyl-5-(2-ethylphenyl)-1H-pyrazole-3-carboxylic acid ethyl ester C(C)OC(=O)C1=NN(C(=C1)C1=C(C=CC=C1)CC)C1CCCC1